2-(3-(3-fluorophenoxy)azetidin-1-yl)cyclohexan-1-ol FC=1C=C(OC2CN(C2)C2C(CCCC2)O)C=CC1